ClC=1C=C(C=CC1F)NC(=O)C1=C(N=CN1C)C1CC2CC(CC2C1)(O)C(C(C)(C)O)(F)F N-(3-chloro-4-fluorophenyl)-4-(5-(1,1-difluoro-2-hydroxy-2-methylpropyl)-5-hydroxyoctahydropentalen-2-yl)-1-methyl-1H-imidazole-5-carboxamide